CC1=CC=2C=3N(C(=NC2C=N1)C=C)C=NN3 9-Methyl-5-vinylpyrido[4,3-e][1,2,4]triazolo[4,3-c]pyrimidine